C(#N)N1C[C@H](CC1)C(=O)NC=1SC=2CN(CCC2N1)C(=O)OCCOC 2-methoxyethyl (S)-2-(1-cyanopyrrolidine-3-carboxamido)-6,7-dihydrothiazolo[5,4-c]pyridine-5(4H)-carboxylate